5-[4-(2,6-diisopropylphenoxy)phenyl]-4-phenyl-1H-pyrrole-3-carbonitrile C(C)(C)C1=C(OC2=CC=C(C=C2)C2=C(C(=CN2)C#N)C2=CC=CC=C2)C(=CC=C1)C(C)C